N[C@]1(CN(CC1)C1=C(C(=C(C=C1)C(F)(F)F)CN1CCC1)CN1C2=NC=NC(=C2N=C1)N)C(=O)NC1CC1 (R)-3-Amino-1-(2-((6-amino-9H-purin-9-yl)methyl)-3-(azetidin-1-ylmethyl)-4-(trifluoromethyl)phenyl)-N-cyclopropylpyrrolidin-3-carboxamid